ClC1=C(C=CC=C1NC=1N=CC=C2C=C(C=NC12)CN1CC(C1)C(=O)OC)C1=C(C(=CC=C1)NC(=O)C=1N(C2=C(CNCC2)N1)C)C methyl 1-((8-(2-chloro-2'-methyl-3'-(1-methyl-4,5,6,7-tetrahydro-1H-imidazo[4,5-c]pyridine-2-carboxamido)biphenyl-3-ylamino)-1,7-naphthyridin-3-yl)methyl)azetidine-3-carboxylate